CC1=CC=C(C=C1)C=1NC2=CC=CC=C2C(C1)=O 2-(4-methylphenyl)-4(1H)-quinolone